3-(2,6-bis(benzyloxy)pyridin-3-yl)-6-(4-((S)-5-((1r,4r)-4-(3-bromo-2-methylphenoxy)cyclohexyl)pentan-2-yl)piperazin-1-yl)-1-methyl-1H-indazole C(C1=CC=CC=C1)OC1=NC(=CC=C1C1=NN(C2=CC(=CC=C12)N1CCN(CC1)[C@@H](C)CCCC1CCC(CC1)OC1=C(C(=CC=C1)Br)C)C)OCC1=CC=CC=C1